C(CCCCC)(N)(N)N Hexantriamin